C=O.[Ag] Silver Formaldehyde